O1CCC2=C1C=CC(=C2)[C@@H](C)NC2=C1C(N(C(C1=CC=C2)=O)C2C(NC(CC2)=O)=O)=O 4-(((R)-1-(2,3-dihydrobenzofuran-5-yl)ethyl)amino)-2-(2,6-dioxopiperidin-3-yl)isoindoline-1,3-dione